1-(2-thienyl)-2-(phenylamino)ethane S1C(=CC=C1)CCNC1=CC=CC=C1